3-chloro-5,7-difluoro-1,2-benzothiazole ClC1=NSC2=C1C=C(C=C2F)F